C(C)(C)(C)N(C(O)=O)C1=NC=CC2=C(C=CC=C12)NCC1=CC=C(C=C1)COC1CCN(CC1)C.ClC1(C(C1C1=CC=C(C=C1)I)C(=O)N)Cl 2,2-dichloro-3-(4-iodophenyl)cyclopropane-1-carboxamide Tert-butyl-(5-((4-(((1-methylpiperidin-4-yl)oxy)methyl)benzyl)amino)isoquinolin-1-yl)carbamate